L-N-methyl-phenylalanine CN[C@@H](CC1=CC=CC=C1)C(=O)O